(4-bromo-5-methyl-2-nitrophenyl)methanol BrC1=CC(=C(C=C1C)CO)[N+](=O)[O-]